N[C@H]1CN(CCC1)C(=O)C1=NN(C(=C1)C1=CC=C(C#N)C=C1)C1=CC=C(C=C1)F (R)-4-(3-(3-aminopiperidine-1-carbonyl)-1-(4-fluorophenyl)-1H-pyrazol-5-yl)benzonitrile